C(#N)C1=C(OCCC(=O)O)C=C(C=C1)C1=C(N=CS1)C 3-(2-cyano-5-(4-methylthiazol-5-yl)phenoxy)propanoic acid